(R)-2-(3-fluoro-2-methoxy-5-((S)-1-methoxypropan-2-yl)phenyl)-2-((R)-3-(methyl(5-(5,6,7,8-tetrahydro-1,8-naphthyridin-2-yl)pentyl)amino)pyrrolidin-1-yl)acetic acid FC=1C(=C(C=C(C1)[C@@H](COC)C)[C@H](C(=O)O)N1C[C@@H](CC1)N(CCCCCC1=NC=2NCCCC2C=C1)C)OC